FC=1C=C2C(C(=CN(C2=NC1N1CC(C1)N1N=CC(=C1)C)C1=NC=NS1)C(=O)O)=O 6-fluoro-7-[3-(4-methyl-1H-pyrazol-1-yl)azetidin-1-yl]-4-oxo-1-(1,2,4-thiadiazol-5-yl)-1,4-dihydro-1,8-naphthyridine-3-carboxylic acid